3-methyl-4-amino-5-mercapto-4H-1,2,4-triazole CC1=NN=C(N1N)S